NC[C@@]1([C@@H]2CCN(C[C@H]12)C1=CN=C2C(=N1)NN=C2C=2C=C1C(C(NC1=CC2)=O)(C)C)C2=C(C=CC=C2)F 5-(6-((1S,6R,7R)-7-(aminomethyl)-7-(2-fluorophenyl)-3-azabicyclo[4.1.0]heptan-3-yl)-1H-pyrazolo[3,4-b]pyrazin-3-yl)-3,3-dimethylindolin-2-one